OC1=C(C=CC(=C1)O)C(/C=C/C1=CC(=C(OCC(=O)NC2=CC=C(C=C2)C)C=C1)OC)=O 2-[4-[(E)-3-(2,4-Dihydroxyphenyl)-3-oxoprop-1-enyl]-2-methoxyphenoxy]-N-(4-methylphenyl)acetamide